FC(OC1=CC=C(C=C1)N1C(N(CC2=C1N=C(C=C2)OCC)C=2C=CC=1N(C2)C=CN1)=O)F 1-(4-(difluoromethoxy)phenyl)-7-ethoxy-3-(imidazo[1,2-a]pyridin-6-yl)-3,4-dihydropyrido[2,3-d]pyrimidin-2(1H)-one